FC(C=1C=C2C(=NC1)CC1(CCNCC1)[C@@H]2N[S@](=O)C(C)(C)C)F (R)-N-[(5S)-3-(difluoromethyl)spiro[5,7-dihydrocyclopenta[b]pyridine-6,4'-piperidine]-5-yl]-2-methyl-propane-2-sulfinamide